Ethyl 5-(N-((cis)-6-chloro-8-fluoro-4-methylchroman-3-yl)sulfamoyl)-2-methyl-1H-pyrrole-3-carboxylate ClC=1C=C2[C@@H]([C@@H](COC2=C(C1)F)NS(=O)(=O)C1=CC(=C(N1)C)C(=O)OCC)C